(E)-1-ethoxyprop-1-ene C(C)O\C=C\C